4-methyl-benzenesulfonic acid sodium salt [Na+].CC1=CC=C(C=C1)S(=O)(=O)[O-]